dl-O-dimethylsilylascorbate C[SiH](OC=1C(=O)O[C@@H](C1[O-])[C@@H](O)CO)C